ethyl (Z)-3-[(4-methyl-5-oxo-2H-furan-2-yl)oxy]-2-(4-oxo-1-quinolyl)prop-2-enoate CC1=CC(OC1=O)O\C=C(\C(=O)OCC)/N1C=CC(C2=CC=CC=C12)=O